(1-oxo-5-(((cis)-2-(3-(6-(trifluoromethyl)pyridin-3-yl)azetidin-1-yl)cyclohex-yl)oxy)isoindolin-2-yl)piperidine-2,6-dione O=C1N(CC2=CC(=CC=C12)O[C@H]1[C@H](CCCC1)N1CC(C1)C=1C=NC(=CC1)C(F)(F)F)N1C(CCCC1=O)=O